2-(2-oxabicyclo[2.1.1]hexane-1-yl)-6-methylaniline C12(OCC(C1)C2)C2=C(N)C(=CC=C2)C